2-[2-[2-[2-[2,3-bis[8-(1-ethylpentoxy)-8-oxo-octoxy]propoxy]ethoxy]ethoxy]ethoxy]ethyl 1,4-dimethylpiperidine-4-carboxylate CN1CCC(CC1)(C(=O)OCCOCCOCCOCCOCC(COCCCCCCCC(OC(CCCC)CC)=O)OCCCCCCCC(=O)OC(CCCC)CC)C